O[C@H]1C[C@H]2C[C@@H]([C@H]3[C@@H]4CC[C@H]([C@@H](CCC(=O)[O-])C)[C@]4(CC[C@@H]3[C@]2(CC1)C)C)NS(=O)(=O)C1=CC=CC=C1 3α-hydroxy-7β-(benzenesulfonamido)-5β-cholanoate